FC1CN(CCC1C(C)OC=1SC2=NC(=CC=C2N1)C1=CC=C(C=C1)S(=O)(=O)C)C1=NC(=NO1)C(C)C 5-(3-fluoro-4-(1-((5-(4-(methylsulfonyl)phenyl)thiazolo[5,4-b]pyridin-2-yl)oxy)ethyl)piperidin-1-yl)-3-isopropyl-1,2,4-oxadiazol